1-[(4-methoxyphenyl)methyl]-4-(2-methylpropyl)pyrazol-3-amine COC1=CC=C(C=C1)CN1N=C(C(=C1)CC(C)C)N